(S)-N-(5-((1-cyclopropylpyrrolidin-3-yl)methoxy)-4-((2-(1,1-difluoroethyl)-6-methylpyrimidin-4-yl)amino)pyridin-2-yl)acetamide C1(CC1)N1C[C@H](CC1)COC=1C(=CC(=NC1)NC(C)=O)NC1=NC(=NC(=C1)C)C(C)(F)F